(2-Methylthiophen-3-yl)carbamic acid tert-butyl ester C(C)(C)(C)OC(NC1=C(SC=C1)C)=O